3-(N-(3,4-dimethylphenyl)sulfamoyl)-4-methyl-N-(3-nitrophenyl)benzamide CC=1C=C(C=CC1C)NS(=O)(=O)C=1C=C(C(=O)NC2=CC(=CC=C2)[N+](=O)[O-])C=CC1C